C1C(CC2=CC=CC=C12)OC(=O)NC(C(=O)O)CCN(CCCCC1=NC=2NCCCC2C=C1)CCOC 2-(indan-2-yloxycarbonylamino)-4-[2-methoxyethyl-[4-(5,6,7,8-tetrahydro-1,8-naphthyridin-2-yl)butyl]amino]butanoic acid